BrC1=C(C=2C(C3=CC=CC=C3C2C=C1)(C)C)O 2-bromo-9,9-dimethylfluorenol